BrC=1C=NC(=C(C(=O)OC)C1)NC=1SC(=C(N1)C1=CC(=C(C=C1)Cl)C(F)(F)F)C(C)C methyl 5-bromo-2-(4-(4-chloro-3-(trifluoromethyl)phenyl)-5-isopropylthiazol-2-ylamino)nicotinate